C(C)(=O)C1=NN(C2=CC=C(C=C12)C=1C=NC(=NC1)C1CC1)CC(=O)OC(C)(C)C tert-Butyl 2-(3-acetyl-5-(2-cyclopropylpyrimidin-5-yl)-1H-indazol-1-yl)acetate